NC1=CC(=NN1)C1=CC=C(C#N)C=C1 4-(5-amino-1H-pyrazol-3-yl)benzonitrile